C(C)(C)(C)OC(=O)NC(C(=O)O)(C)C 2-[tert-Butoxycarbonylamino]-2-methylpropanoic acid